C(C)C1(CN(CC1OS(=O)(=O)C(F)(F)F)C(=O)OC(C)(C)C)C(=O)[O-] 1-(tert-butyl) 3-ethyl-4-(((trifluoromethyl)sulfonyl)oxy)-2,5-dihydro-1H-pyrrole-1,3-dicarboxylate